ClC1=CC(=C(C(=O)N)C=C1)OC 4-chloro-2-methoxybenzamide